C1(=CC=CC=C1)CCCNC1=C(C=CC=C1)C 3-phenyl-N-(o-tolyl)propylamine